N-((1S)-1-(hydroxymethyl)butyl)-6-((5-methyl-3-(6-methylpyridazin-3-yl)isoOxazol-4-yl)methoxy)pyridine-3-carboxamide OC[C@H](CCC)NC(=O)C=1C=NC(=CC1)OCC=1C(=NOC1C)C=1N=NC(=CC1)C